OC1=C(C=C(C=C1C(C)(C)C)C(C)(C)C)N1N=C2C(=N1)C=CC(=C2)Cl 2-(2'-hydroxy-3',5'-di-tert-butyl-phenyl)5-chlorobenzotriazole